C(#N)CCN1C(=NC(=C1COCCC#N)COCCC#N)C1=CC=CC=C1 1-(2-cyanoethyl)2-phenyl-4,5-di-(cyanoethoxymethyl)imidazole